C(C)OC(=O)C=1C(=NC=CC1OC1CC1)Cl 2-chloro-4-cyclopropoxy-pyridine-3-carboxylic acid ethyl ester